ethyl methacrylate diethyl-ethylphosphonate C(C)OP(OCC)(=O)CC.C(C(=C)C)(=O)OCC